N-[4-(3-Cyanophenyl)-5-(4-methyl-6-quinolyl)thiazol-2-yl]-2-oxa-6-azaspiro[3.3]heptane-6-carboxamide C(#N)C=1C=C(C=CC1)C=1N=C(SC1C=1C=C2C(=CC=NC2=CC1)C)NC(=O)N1CC2(COC2)C1